COC=1C=C2C=CN(C2=C(C1)C)C(=O)O 5-methoxy-7-methyl-1H-indole-1-carboxylic acid